methyl 3-(9-((4-(aminomethyl)phenyl)carbamoyl)-4,5-dihydrobenzo[b]thieno[2,3-d]oxepin-8-yl)-6-(cyclohexylcarbamoyl)picolinate NCC1=CC=C(C=C1)NC(=O)C1=CC2=C(OCCC3=C2SC=C3)C=C1C=1C(=NC(=CC1)C(NC1CCCCC1)=O)C(=O)OC